1H-pyrrolo[2,3-d]pyrimidine N1C=NC=C2C1=NC=C2